3-[(2-methylpyridin-4-yl)oxy]-5-(5-methyl-1,3-thiazol-2-yl)-N-{(1R)-1-[6-(trifluoromethyl)pyridazin-3-yl]ethyl}benzamide CC1=NC=CC(=C1)OC=1C=C(C(=O)N[C@H](C)C=2N=NC(=CC2)C(F)(F)F)C=C(C1)C=1SC(=CN1)C